azaphenylpyridine C1(=NC=CC=C1)C1=NC=CC=C1